The molecule is a monohydroxybenzoate that is obtained by removal of a proton from the carboxylic acid group of 5-nitrosalicylic acid. It is a salicylate and a monohydroxybenzoate. It is a conjugate base of a 5-nitrosalicylic acid. C1=CC(=C(C=C1[N+](=O)[O-])C(=O)O)[O-]